N-(5-((4-(ethyl-d5)piperazin-1-yl)methyl)pyridin-2-yl)-5-fluoro-4-(4-fluoro-1-isopropyl-2-methyl-1H-benzo[d]imidazol-6-yl)pyrimidine-2-amine C(C([2H])([2H])[2H])(N1CCN(CC1)CC=1C=CC(=NC1)NC1=NC=C(C(=N1)C=1C=C(C2=C(N(C(=N2)C)C(C)C)C1)F)F)([2H])[2H]